(3-bromo-1-((6-(trifluoromethyl)pyridin-3-yl)methyl)-1H-pyrazol-4-yl)methanol BrC1=NN(C=C1CO)CC=1C=NC(=CC1)C(F)(F)F